ClC=1C(=C2C=NNC2=C(C1F)Cl)C1=CC=2N(C=C1)N=C(C2)NC(=O)[C@H]2[C@H](C2)F (1S,2S)-N-(5-(5,7-dichloro-6-fluoro-1H-indazol-4-yl)pyrazolo[1,5-a]pyridin-2-yl)-2-fluorocyclopropane-1-carboxamide